O=C(NCCOCCOCCOCCOCCC(=O)O)C1=CC(=NC=C1)N1CC2(CC1)CN(CC2)C2=CC=CC=C2 1-oxo-1-(2-(7-phenyl-2,7-diazaspiro[4.4]nonan-2-yl)pyridin-4-yl)-5,8,11,14-tetraoxa-2-azaheptadecan-17-oic acid